tert-butyl 5,7-dioxooctahydro-2,6-naphthyridine-2(1H)-carboxylate O=C1C2CCN(CC2CC(N1)=O)C(=O)OC(C)(C)C